COC=1C=C(C=CC1S(=O)C)C(C)NC(OC(C)(C)C)=O tert-butyl (1-(3-methoxy-4-(methylsulfinyl)phenyl)ethyl)carbamate